methyl 6-(benzyloxy)-9-chloro-10-(trifluoromethyl)-[1,2,4]triazolo[5,1-a]isoquinoline-5-carboxylate C(C1=CC=CC=C1)OC1=C(N2C(C3=C(C(=CC=C13)Cl)C(F)(F)F)=NC=N2)C(=O)OC